O=C1N(C=CC2=CC(=CC=C12)C=1C=NNC1)CC=1C=C(C(=O)O)C=CC1 3-((1-oxo-6-(1H-pyrazol-4-yl)isoquinolin-2(1H)-yl)methyl)benzoic acid